CC1CCC(CC1)NC(N(CCOC(F)(F)F)N=O)=O 3-(4-methylcyclohexyl)-1-nitroso-1-(2-(trifluoromethoxy)ethyl)urea